F[C@@H]1[C@H]2CCC[C@@H](C[C@@H]1N(C1=CC=C(N=N1)C1=CC3=C(N=C(O3)C)C=C1O)C)N2 6-(6-(((1R,2R,3S,5S)-2-FLUORO-9-AZABICYCLO[3.3.1]NONAN-3-YL)(METHYL)AMINO)PYRIDAZIN-3-YL)-2-METHYLBENZO[D]OXAZOL-5-OL